C1(CC1)CN1COC2=C(C1)C=1C(=C(OC1C=C2)C2=CC=CC=C2)C(=O)NCC 2-cyclopropylmethyl-N-ethyl-8-phenyl-2,3-dihydro-1H-benzofuro[4,5-E][1,3]oxazine-9-carboxamide